C(C)(C)OC=1C(=CC2=CN(N=C2C1)C1CCN(CC1)C(=O)OC(C)(C)C)[N+](=O)[O-] tert-butyl 4-(6-isopropoxy-5-nitro-indazol-2-yl)piperidine-1-carboxylate